CN(CCN1N=C2C=CC(=CC2=C1)[C@H]1NC[C@@H](CC1)C)C (2S,5R)-2-[2-[2-(dimethylamino)ethyl]indazol-5-yl]-5-methyl-piperidine